ClC1=C(C=CC(=C1)Cl)C=1CCCC2=C(C1C1=CC=C(C=C1)O[C@@H]1CN(CC1)CCCF)C=CC(=C2)C(=O)NNC(=S)N2C=NC=C2 (S)-8-(2,4-dichlorophenyl)-9-(4-((1-(3-fluoropropyl)pyrrolidin-3-yl)oxy)phenyl)-N'-(1H-imidazole-1-carbonothioyl)-6,7-dihydro-5H-benzo[7]annulene-3-carbohydrazide